O[C@H](C(=O)N1CC2(CC2)C[C@H]1C(=O)N[C@@H](C[C@H]1C(NCC1)=O)C(COC(F)(F)F)=O)C(C)(C)C (S)-5-((S)-2-hydroxy-3,3-dimethylbutyryl)-N-((S)-3-oxo-1-((S)-2-oxopyrrolidin-3-yl)-4-(trifluoromethoxy)butan-2-yl)-5-azaspiro[2.4]heptane-6-carboxamide